6-[4-[(3S)-3-(5-cyano-3-pyridinyl)isoxazolidine-2-carbonyl]-1-piperidinyl]-5-fluoro-pyrimidine-4-carboxylic acid ethyl ester C(C)OC(=O)C1=NC=NC(=C1F)N1CCC(CC1)C(=O)N1OCC[C@H]1C=1C=NC=C(C1)C#N